C(CCC)NC1=CC(=C(C(=O)NC=2SC(=CN2)[N+](=O)[O-])C=C1)C 4-(Butylamino)-2-methyl-N-(5-nitrothiazol-2-yl)benzamide